ClC=1C=CC(=C(C1)C1=NNC=C1C1=NC2=CC(=CN=C2C=C1)C=1N=C2N(CCNC2)C1)F 2-[3-(5-chloro-2-fluoro-phenyl)-1H-pyrazol-4-yl]-7-(5,6,7,8-tetrahydroimidazo[1,2-a]pyrazin-2-yl)-1,5-naphthyridine